2-(3,4-dimethoxyphenyl)-4-fluoro-6-(1'-isopropyl-[1,4'-bipiperidin]-4-yl)-1H-benzo[d]imidazole COC=1C=C(C=CC1OC)C1=NC2=C(N1)C=C(C=C2F)C2CCN(CC2)C2CCN(CC2)C(C)C